20-hydroxyeicosylamine OCCCCCCCCCCCCCCCCCCCCN